NC=1SC(=CN1)C[C@@H]1[C@H](N(C1=O)[Si](C)(C)C(C)(C)C)C(=O)OCC1=CC=CC=C1 benzyl (2S,3R)-3-[(2-amino-1,3-thiazol-5-yl) methyl]-1-[tert-butyl (dimethyl) silyl]-4-oxoazetidine-2-carboxylate